BrC=1C=C(C=CC1C)NS(=O)(=O)C1=C(C=CC(=C1)Cl)Cl N-(3-bromo-4-methylphenyl)-2,5-dichlorobenzenesulfonamide